3-(5-(((1R,2S)-2-(bicyclo[3.2.1]octan-3-ylamino)cyclohexyl)methyl)-1-oxoisoindolin-2-yl)piperidine-2,6-dione C12CC(CC(CC1)C2)N[C@@H]2[C@H](CCCC2)CC=2C=C1CN(C(C1=CC2)=O)C2C(NC(CC2)=O)=O